tert-butyl 4-((5-bromothiophen-2-yl)(hydroxy)methyl)piperidine-1-carboxylate BrC1=CC=C(S1)C(C1CCN(CC1)C(=O)OC(C)(C)C)O